C1(CC1)N1CCN(CC1)C1=CC2=C(NC(=N2)C2=CC(=C(C(=C2)O)O)OC)C=C1 5-(5-(4-cyclopropylpiperazin-1-yl)-1H-benzo[d]imidazol-2-yl)-3-methoxybenzene-1,2-diol